COC1=C(N)C=CC(=C1)OCCCN1CCCC1 2-methoxy-4-(3-(pyrrolidin-1-yl)propoxy)aniline